C([O-])([O-])=O.[Bi+3].C([O-])([O-])=O.C([O-])([O-])=O.[Bi+3] bismuth sesquicarbonate